ClC=1C=C(OCC(=O)O)C=C(C1CC1=CC(=C(C=C1)O)C1=CC=C(C=C1)F)Cl 2-[3,5-dichloro-4-[[3-(4-fluorophenyl)-4-hydroxy-phenyl]methyl]phenoxy]acetic acid